3-((3,7-dimethyl-2,6-dioxo-2,3,6,7-tetrahydro-1H-purin-1-yl)methyl)bicyclo[1.1.1]pentane-1-carboxylic acid CN1C(N(C(C=2N(C=NC12)C)=O)CC12CC(C1)(C2)C(=O)O)=O